4-(4-(6-(((1S,2S,3R,5R)-2-fluoro-9-azabicyclo[3.3.1]nonan-3-yl)oxy)pyridazin-3-yl)-3-hydroxyphenyl)-1-methyl-1,3,5-triazin-2(1H)-one F[C@H]1[C@@H]2CCC[C@H](C[C@H]1OC1=CC=C(N=N1)C1=C(C=C(C=C1)C1=NC(N(C=N1)C)=O)O)N2